FC=1C=C(C(=C2CC(CC12)C(=O)OCC)[N+](=O)[O-])O ethyl 7-fluoro-5-hydroxy-4-nitro-indane-2-carboxylate